C(C)C1(COC1)COCC1(COC1)CC Di[(3-ethyl-3-oxetanyl) methyl] ether